ClCC(=O)NC1=C(C=CC(=C1)C)COCCC(F)(F)F 2-chloro-N-(5-methyl-2-((3,3,3-trifluoropropoxy)methyl)phenyl)acetamide